FC1=C2C=C(N=NC2=CC(=C1)C=1C=C(C=2N(N1)C=C(N2)C)C#N)C2CCNCC2 6-[5-Fluoro-3-(piperidin-4-yl)cinnolin-7-yl]-2-methylimidazo[1,2-b]pyridazine-8-carbonitrile